tert-butyl (6-(4-((8-benzyl-3-oxo-6-phenyl-3,7-dihydroimidazo[1,2-a]pyrazin-2-yl)methyl)-2-fluorophenoxy)octyl)carbamate C(C1=CC=CC=C1)C1=C2N(C=C(N1)C1=CC=CC=C1)C(C(=N2)CC2=CC(=C(OC(CCCCCNC(OC(C)(C)C)=O)CC)C=C2)F)=O